nickel cobalt phosphorus compound with carbon [C].[P].[Co].[Ni]